6-fluoro-7-(2-methoxy-4,6-dimethyl-phenyl)-2-[1-methyl-3-piperidyl]pyrido[2,3-d]pyrimidine FC1=CC2=C(N=C(N=C2)C2CN(CCC2)C)N=C1C1=C(C=C(C=C1C)C)OC